dimethoxy-1,1'-biphenyl-4,4'-diamine COC=1C(=C(C=CC1N)C1=CC=C(C=C1)N)OC